CN(C1CCC(CC1)OC1=C(C=C(N)C=C1)OC)C 4-(((1r,4r)-4-(dimethylamino)cyclohexyl)oxy)-3-methoxyaniline